The molecule is an oxopurine in which the purine ring is substituted by oxo groups at positions 2 and 6 and N-9 is protonated. It has a role as a Saccharomyces cerevisiae metabolite. It is a tautomer of a 7H-xanthine. C1=NC2=C(N1)C(=O)NC(=O)N2